4-(trifluoromethoxy)butanoic acid benzyl ester C(C1=CC=CC=C1)OC(CCCOC(F)(F)F)=O